C(#N)C=1C=C(C=C(C1)C(C)(C)O)S(=O)(N)=NC(NC1=C(C=C(C=C1C(C)C)C#N)C(C)C)=O 3-cyano-N'-((4-cyano-2,6-diisopropylphenyl)carbamoyl)-5-(2-hydroxypropan-2-yl)benzenesulfonimidamide